5-(4-(methylsulfonyl)piperazin-1-yl)picolinamide hemi-formate C(=O)O.CS(=O)(=O)N1CCN(CC1)C=1C=CC(=NC1)C(=O)N.CS(=O)(=O)N1CCN(CC1)C=1C=CC(=NC1)C(=O)N